O=C1N(CC2=C3C(=CC=C12)C1(CCN(CC1)CC=1C=NN(C1)CC(F)(F)F)CO3)C3C(NC(CC3)=O)=O 3-(6-oxo-1'-((1-(2,2,2-trifluoroethyl)-1H-pyrazol-4-yl)methyl)-6,8-dihydro-2H,7H-spiro[furo[2,3-e]isoindole-3,4'-piperidin]-7-yl)piperidine-2,6-dione